C(CCCCCCCCCCC)C=1C(=C(C=C(C1)C)N1N=C2C(=N1)C=CC=C2)O 2-(3'-dodecyl-5'-methyl-2'-hydroxyphenyl)benzotriazole